BrC1=NC(=CC=C1N(C(=O)C1CN(C1)C(=O)OC(C)(C)C)CC1=CC=C(C=C1)OC)C tert-Butyl 3-((2-bromo-6-methylpyridin-3-yl)(4-methoxybenzyl)carbamoyl)azetidine-1-carboxylate